N-(1''-(3-((6,6-difluoro-3-azabicyclo[3.1.0]hexan-3-yl)sulfonyl)benzoyl)dispiro[cyclopropane-1,1'-cyclohexane-4',3''-indolin]-5''-yl)methanesulfonamide FC1(C2CN(CC12)S(=O)(=O)C=1C=C(C(=O)N2CC3(C4=CC(=CC=C24)NS(=O)(=O)C)CCC2(CC3)CC2)C=CC1)F